diazoborane [N+](=[N-])=B